4-(2-prop-2-ynoxyethoxy)-N-[4-[4-(2-pyridyl)piperazin-1-yl]phenyl]benzamide C(C#C)OCCOC1=CC=C(C(=O)NC2=CC=C(C=C2)N2CCN(CC2)C2=NC=CC=C2)C=C1